(3S)-5,6-dichloro-1'-[(1R)-(trans)-3,4-dihydroxycyclohexanecarbonyl]-1H-spiro[indole-3,3'-pyrrolidin]-2-one ClC=1C=C2C(=CC1Cl)NC([C@]21CN(CC1)C(=O)[C@H]1CC(C(CC1)O)O)=O